4-methyl-3-((1-(5-(1-methyl-1H-pyrazol-4-yl)pyridin-3-yl)azetidin-3-yl)amino)-N-(5-(trifluoromethyl)pyridin-3-yl)benzamide CC1=C(C=C(C(=O)NC=2C=NC=C(C2)C(F)(F)F)C=C1)NC1CN(C1)C=1C=NC=C(C1)C=1C=NN(C1)C